[Si](C1=CC=CC=C1)(C1=CC=CC=C1)(C(C)(C)C)O[C@@H]1C[C@H](N(C1)C)C(=O)OC methyl (2S,4R)-4-[tert-butyl(diphenyl)silyl]oxy-1-methyl-pyrrolidine-2-carboxylate